(3R,5R)-5-(3-((2-(methoxymethyl) pyrazolo[1,5-a]pyrazin-4-yl)amino)-1H-pyrazol-5-yl)tetrahydrofuran-3-yl (1-(fluoromethyl)cyclopropyl)carbamate FCC1(CC1)NC(O[C@H]1CO[C@H](C1)C1=CC(=NN1)NC=1C=2N(C=CN1)N=C(C2)COC)=O